4-(5-(2-ethoxy-2-oxoethyl)-4-methylthiazol-2-yl)-2,2-dimethylpiperazine-1-carboxylic acid tert-butyl ester C(C)(C)(C)OC(=O)N1C(CN(CC1)C=1SC(=C(N1)C)CC(=O)OCC)(C)C